FC1(CC(C1)N1N=NC2=C1CCC(C2)(O)C=C)F 1-(3,3-difluorocyclobutyl)-5-vinyl-4,5,6,7-tetrahydro-1H-benzo[d][1,2,3]triazol-5-ol